6-(2-methylimidazo[1,2-a]pyridin-7-yl)-3-(1-methylpiperidin-4-yl)quinazolin-4(3H)-one CC=1N=C2N(C=CC(=C2)C=2C=C3C(N(C=NC3=CC2)C2CCN(CC2)C)=O)C1